CC(C=O)(COC(C)=O)C 2,2-Dimethyl-3-acetoxypropanal